O.[Cl-].[Tb+3].FC1([C@H](CN(CC1)C(C(=O)NC1=NC=C(C(=C1)F)F)C)C1=CNC(C=C1)=O)F.[Cl-].[Cl-] 2-((S)-4,4-difluoro-3-(6-oxo-1,6-dihydropyridin-3-yl)piperidin-1-yl)-N-(4,5-difluoropyridin-2-yl)propionamide terbium(III) chloride hydrate